ClC=1C(=NN(C1)C)C(C)OC1=NN(C2=NN=C(C=C21)C=2C(NC(NC2)=O)=O)C 5-[3-[1-(4-chloro-1-methyl-pyrazol-3-yl)ethoxy]-1-methyl-pyrazolo[3,4-c]pyridazin-5-yl]-1H-pyrimidine-2,4-dione